2,3,5,6-pyridinetetracarboxylic acid N1=C(C(=CC(=C1C(=O)O)C(=O)O)C(=O)O)C(=O)O